7-(dimethoxymethyl)-4-fluoro-6-formyl-3,4-dihydro-2,4-methylene-1,8-naphthyridine-1(2H)-carboxylic acid tert-butyl ester C(C)(C)(C)OC(=O)N1C2CC(C3=CC(=C(N=C13)C(OC)OC)C=O)(C2)F